C(C1=CC=CC=C1)N1N=CC(=C1)[C@@H]1O[C@@H](CC(C1)C1=NC2=NC(=C(N=C2C(=N1)C1=C(C=C(C=C1)F)F)C)C)C 2-((2R,6R)-2-(1-benzyl-1H-pyrazol-4-yl)-6-methyltetrahydro-2H-pyran-4-yl)-4-(2,4-difluorophenyl)-6,7-dimethylpteridine